[1-[5-bromo-1-(oxazolidin-2-yl)pyrazole-3-carbonyl]piperidine-4-carboxamido]pyrrolidine-1-carboxylic acid tert-butyl ester C(C)(C)(C)OC(=O)N1C(CCC1)NC(=O)C1CCN(CC1)C(=O)C1=NN(C(=C1)Br)C1OCCN1